2-(4H-pyran-4-yl)-acetic acid O1C=CC(C=C1)CC(=O)O